N-(2-chloro-3-((2,2-dimethyl-2,3-dihydroimidazo[1,2-c]quinazolin-9-yl)oxy)phenyl)propane-1-sulfonamide ClC1=C(C=CC=C1OC1=CC=2C=3N(C=NC2C=C1)CC(N3)(C)C)NS(=O)(=O)CCC